CCCCCCC[C@@H](C/C=C/CCC(=O)N(C)C/C(=C\\Cl)/CC(=O)CC(=O)NC[C@@H](CC(=O)OC)O)OC The molecule is an organooxygen compound and an organonitrogen compound. It has a role as a metabolite. It derives from a gamma-amino acid.